N-(4-(4-(Pyridin-2-yl)piperazin-1-yl)phenyl)benzo[d][1,3]dioxol-5-carboxamid N1=C(C=CC=C1)N1CCN(CC1)C1=CC=C(C=C1)NC(=O)C1=CC2=C(OCO2)C=C1